3-(4-bromo-2-pyridyl)oxetan-3-ol BrC1=CC(=NC=C1)C1(COC1)O